Benzyl 2-(2-bromothiazol-4-yl)piperidine-1-carboxylate BrC=1SC=C(N1)C1N(CCCC1)C(=O)OCC1=CC=CC=C1